CC(C)N1N=NC2=C1C=CC(=C2)C2=NC(=NO2)C2=NC=CC=C2 1-(propan-2-yl)-5-[3-(pyridin-2-yl)-1,2,4-oxadiazol-5-yl]-1H-1,2,3-benzotriazole